bis(4-(4-hydroxyphenoxy)phenyl)methanone OC1=CC=C(OC2=CC=C(C=C2)C(=O)C2=CC=C(C=C2)OC2=CC=C(C=C2)O)C=C1